CC=1N=C2N(C(C1C)=O)C=C(N=C2C21CC(C2)(C1)C(F)(F)F)[C@@H]1C[C@@H](OCC1)C=1C=NN(C1)C1COC1 2,3-dimethyl-7-[(2R,4S)-2-[1-(oxetan-3-yl)pyrazol-4-yl]tetrahydropyran-4-yl]-9-[3-(trifluoromethyl)-1-bicyclo[1.1.1]pentanyl]pyrazino[1,2-a]pyrimidin-4-one